3-(trifluoromethanesulfonyl)propanesulfonic acid 2-propynyl ester C(C#C)OS(=O)(=O)CCCS(=O)(=O)C(F)(F)F